(2,6-dimethoxyphenyl)-5-(4-(5-fluoro-2-oxopyridin-1(2H)-yl)benzyl)-2-(4-fluorophenyl)-6-hydroxypyrimidin-4(3H)-one COC1=C(C(=CC=C1)OC)N1C(=NC(=C(C1=O)CC1=CC=C(C=C1)N1C(C=CC(=C1)F)=O)O)C1=CC=C(C=C1)F